FC1=C2[C@H](CCOC2=CC(=C1)F)OC1=CC(=CC=2N(C(=NC21)C)P(OC(C)C)(OC(C)C)=O)C(N(C)C)=O diisopropyl (S)-(4-((5,7-difluorochroman-4-yl)oxy)-6-(dimethylcarbamoyl)-2-methyl-1H-benzo[d]imidazol-1-yl)phosphonate